2-(2,5-dimethoxy-4-pyridyl)azepane COC1=NC=C(C(=C1)C1NCCCCC1)OC